C[C@H]1C[C@@H]([C@@H]([C@H](/C=C(/[C@@H]([C@H](/C=C\\C=C(\\C(=O)NC2=CC(=C(C(=C2O)C1)NCC=C)O)/C)OC)OC(=O)N)\\C)C)O)OC The molecule is an ansamycin that is tanespimycin in which the benzoquinone moiety has been reduced to the corresponding hydroquinone. A semi-synthetic analogue of geldanamycin, it is used (generally as the hydrochloride salt) in cancer treatment. It has a role as a Hsp90 inhibitor and an antineoplastic agent. It is a member of hydroquinones, an ansamycin, an organic heterobicyclic compound, a secondary amino compound, a semisynthetic derivative and a carbamate ester. It derives from a geldanamycin. It is a conjugate base of a retaspimycin(1+).